5-(aminomethyl)-1-(4-fluorophenyl)-3-isopropyl-pyrimidine-2,4-dione NCC=1C(N(C(N(C1)C1=CC=C(C=C1)F)=O)C(C)C)=O